(7-amino-2-methyl-4-((1-(2-methyl-3-(trifluoromethyl)phenyl)ethyl)amino)quinazolin-6-yl)dimethylphosphine NC1=C(C=C2C(=NC(=NC2=C1)C)NC(C)C1=C(C(=CC=C1)C(F)(F)F)C)P(C)C